O=C(CC(=O)OCC)C1(CC1)C(F)(F)F Ethyl 3-oxo-3-[1-(trifluoromethyl)cyclopropyl]propanoate